N-(5-cyclopropyl-6-(4-ethynyl-2-hydroxyphenyl)pyridazin-3-yl)-2-(methylamino)propanamide C1(CC1)C=1C=C(N=NC1C1=C(C=C(C=C1)C#C)O)NC(C(C)NC)=O